C(CCCCCCC)C(CCCCCCCC)OC(CCCCCCCOC(=O)[C@H]1N(CC(C1)O)CCCCCCC(OCCCCCCCCCCC)=O)=O [8-(1-octylnonoxy)-8-oxo-octyl](2S)-4-hydroxy-1-(7-oxo-7-undecoxy-heptyl)pyrrolidine-2-carboxylate